C(=O)C1=CC=C(S1)C=1C=C(C=CC1)C1(CC1)NC(=O)C=1C=C(C=CC1C)NC1CN(C1)C(=O)OC(C)(C)C tert-Butyl 3-((3-((1-(3-(5-formylthiophen-2-yl)phenyl)cyclopropyl)carbamoyl)-4-methylphenyl)amino)azetidine-1-carboxylate